6-(4-(N-hydroxycarbamimidoyl)phenoxy)-N-methylpicolinamide ONC(=N)C1=CC=C(OC2=CC=CC(=N2)C(=O)NC)C=C1